dichloro-2,2'-bistrifluoromethyl-biphenyl ClC1=C(C(=C(C=C1)C1=C(C=CC=C1)C(F)(F)F)C(F)(F)F)Cl